N1=NC(=CC=C1)CC1=NC=CC(=N1)N (pyridazin-3-ylmethyl)pyrimidin-4-amine